(S)-2-((tert-butoxycarbonyl)amino)-4-(cyclopropyl(4-(5,6,7,8-tetrahydro-1,8-naphthyridin-2-yl)butyl)amino)butanoic acid C(C)(C)(C)OC(=O)N[C@H](C(=O)O)CCN(CCCCC1=NC=2NCCCC2C=C1)C1CC1